CC1=CC=C(C=C1)S(=O)(=O)O.FC1=CC2=C(C=CO2)C=C1COC1=NC(=CC=C1)C1CCNCC1 2-((6-fluorobenzofuran-5-yl)methoxy)-6-(piperidin-4-yl)pyridine 4-methylbenzenesulfonate